4,5,6,7-tetrahydroindenyl-trimethyl-titanium C1(C=CC=2CCCCC12)[Ti](C)(C)C